9-(4'-(benzo[d]oxazol-2-yl)-6'-cyano-4,4''-bis(3-methyl-9H-carbazol-9-yl)-5'-(4-(3-methyl-9H-carbazol-9-yl)phenyl)-[1,1':3',1''-terphenyl]-2'-yl)-9H-carbazole-3-carbonitrile O1C(=NC2=C1C=CC=C2)C2=C(C(=C(C(=C2C2=CC=C(C=C2)N2C1=CC=CC=C1C=1C=C(C=CC21)C)C#N)C2=CC=C(C=C2)N2C1=CC=CC=C1C=1C=C(C=CC21)C)N2C1=CC=CC=C1C=1C=C(C=CC21)C#N)C2=CC=C(C=C2)N2C1=CC=CC=C1C=1C=C(C=CC21)C